3-((2-((1H-pyrazol-3-yl)methyl)-4-methyl-5-oxo-4,5-dihydro-6H-thiazolo[5',4':4,5]pyrrolo[2,3-d]pyridazin-6-yl)methyl)-1H-pyrazole-5-carboxamide N1N=C(C=C1)CC=1SC2=C(N(C=3C(N(N=CC32)CC3=NNC(=C3)C(=O)N)=O)C)N1